(3,4-difluoro-2-methyl-phenyl)boronic acid FC=1C(=C(C=CC1F)B(O)O)C